5-cyclopropyl-2-(4,4-difluoropiperidin-1-yl)-N-(2-sulfamoylpyridin-4-yl)-6-(trifluoromethyl)-nicotinamide C1(CC1)C=1C(=NC(=C(C(=O)NC2=CC(=NC=C2)S(N)(=O)=O)C1)N1CCC(CC1)(F)F)C(F)(F)F